6-(5-methylpyrimidin-2-yl)bicyclo[4.1.0]heptan-3-one CC=1C=NC(=NC1)C12CCC(CC2C1)=O